2-(2-(2-(2-amino-2-oxoethoxy)ethyl)-6-morpholino-2H-indazol-5-yl)-3-sulfamoylbenzamide NC(COCCN1N=C2C=C(C(=CC2=C1)C1=C(C(=O)N)C=CC=C1S(N)(=O)=O)N1CCOCC1)=O